CC([O-])C.[Ti+4].CC([O-])C.CC([O-])C.CC([O-])C Titanium(IV) Isopropoxide